S1C(=NC2=C1C=CC=C2)NC2=C(C1=C(N=N2)N(CCC1)C=1SC(=CN1)CCCOC1=C(C=C(C=C1)C#CC(C)(C)NCC)F)C 2-{3-[(1,3-Benzothiazol-2-yl)amino]-4-methyl-6,7-dihydropyrido[2,3-c]pyridazin-8(5H)-yl}-5-(3-{4-[3-(ethylamino)-3-methylbut-1-yn-1-yl]-2-fluorophenoxy}propyl)-1,3-thiazol